CN1C2=CC=CC=C2[Se]C=2C=CC=CC12 10-methyl-10H-phenoselenazine